ClC1=C(C=C(C=C1)F)C1N(C(C2=C3CC(NC3=CC=C21)=O)=O)CC2=CC=C(C=C2)OC 3-(2-chloro-5-fluorophenyl)-2-(4-methoxybenzyl)-1,7-dioxo-1,2,3,6,7,8-hexahydropyrrolo[3,4-e]indol